C(#N)C1N(CCN(C1)C(=O)OCC1=CC=CC=C1)C(=O)OC(C)(C)C 4-Benzyl 1-(tert-butyl) 2-cyanopiperazine-1,4-dicarboxylate